methyl 6-(1-(adamantan-1-ylmethyl)-5-methyl-1H-pyrazol-4-yl)-3-(6-aminopyridin-3-yl)-3H-imidazo[4,5-b]pyridine-7-carboxylate C12(CC3CC(CC(C1)C3)C2)CN2N=CC(=C2C)C=2C(=C3C(=NC2)N(C=N3)C=3C=NC(=CC3)N)C(=O)OC